(+)-2-{[(3-cyanophenyl)carbamoyl]amino}-2-cyclopropylbutanoic acid C(#N)C=1C=C(C=CC1)NC(=O)NC(C(=O)O)(CC)C1CC1